methyl (R)-3-(4-(5-((6-methoxy-1-methyl-1-(2-oxo-2-(thiazol-2-ylamino)ethyl)-1,2,3,4-tetrahydroisoquinolin-7-yl)oxy)pyridin-2-yl)phenyl)propanoate COC=1C=C2CCN[C@@](C2=CC1OC=1C=CC(=NC1)C1=CC=C(C=C1)CCC(=O)OC)(CC(NC=1SC=CN1)=O)C